CC=1N=C(SC1C(=O)OCCC)NC(C[C@H](CCCNC)NC(C1=CC(=CC=C1)C1=NOC(=N1)C)=O)=O Propyl 4-methyl-2-[[(3S)-6-(methylamino)-3-[[3-(5-methyl-1,2,4-oxadiazol-3-yl)benzoyl]amino]hexanoyl]amino]thiazole-5-carboxylate